3-chloro-1-(cyanomethylamino)-6-[(6-isopropoxy-2-methyl-3-pyridyl)methyl]-7,8-dihydro-5H-2,6-naphthyridine-4-carbonitrile ClC=1N=C(C=2CCN(CC2C1C#N)CC=1C(=NC(=CC1)OC(C)C)C)NCC#N